The molecule is a 2-acyl-sn-glycero-3-phosphoethanolamine zwitterion obtained by transfer of a proton from the phosphate to the amino group of 2-arachidonoyl-sn-glycero-3-phosphoethanolamine; major species at pH 7.3. It derives from an arachidonic acid. It is a tautomer of a 2-arachidonyl-sn-glycero-3-phosphoethanolamine. CCCCC/C=C\\C/C=C\\C/C=C\\C/C=C\\CCCC(=O)O[C@H](CO)COP(=O)([O-])OCC[NH3+]